3-(triethoxysilyl)-N-(3-(triethoxysilyl)propyl)propan-1-amine C(C)O[Si](CCCNCCC[Si](OCC)(OCC)OCC)(OCC)OCC